Diethyl (4-azidobutyl)phosphonate N(=[N+]=[N-])CCCCP(OCC)(OCC)=O